(6S)-6-tert-butyl-N-[(1R)-1-[4-(6-oxo-1H-pyridin-3-yl)phenyl]-3-[(2S)-2-(hydroxymethyl)pyrrolidin-1-ium-1-yl]propyl]-5,6,7,8-tetrahydrothieno[2,3-b]quinoline-2-carboxamide C(C)(C)(C)[C@@H]1CC=2C=C3C(=NC2CC1)SC(=C3)C(=O)N[C@H](CC[NH+]3[C@@H](CCC3)CO)C3=CC=C(C=C3)C3=CNC(C=C3)=O